6-Chloro-5-[[(2R,5S)-4-[(4-fluorophenyl)methyl]-2,5-dimethyl-1-piperazinyl]carbonyl]-N,N,1-trimethyl-α-oxo-1H-Indole-3-acetamide ClC1=C(C=C2C(=CN(C2=C1)C)C(C(=O)N(C)C)=O)C(=O)N1[C@@H](CN([C@H](C1)C)CC1=CC=C(C=C1)F)C